[Tl].O water thallium